[N+](=O)([O-])C=1C=CC=2NC3=CC=CC=C3SC2C1 3-nitro-phenothiazine